CC(CN=C=O)(CC(CCN=C=O)C)C 2,2,4-trimethylhexane-1,6-diyl diisocyanate